4-(2-fluoro-4-(4,4,5,5-tetramethyl-1,3,2-dioxaborolan-2-yl)phenoxy)-1-methylpyridin-2(1H)-one FC1=C(OC2=CC(N(C=C2)C)=O)C=CC(=C1)B1OC(C(O1)(C)C)(C)C